BrC1=CC=CC2=C1N=C1N2CCN(C1)C(=O)OC(C)(C)C tert-butyl 9-bromo-1,2,3,4-tetrahydrobenzo[4,5]imidazo[1,2-a]pyrazine-2-carboxylate